tert-butyl (4-((1-(6-bromo-1-(tetrahydro-2H-pyran-2-yl)-1H-indazol-4-yl)azetidin-3-yl)oxy)butyl)carbamate BrC1=CC(=C2C=NN(C2=C1)C1OCCCC1)N1CC(C1)OCCCCNC(OC(C)(C)C)=O